2-(3-formyl-4-hydroxyphenyl)-4-methylthiazole C(=O)C=1C=C(C=CC1O)C=1SC=C(N1)C